((3-bromopropionyl)oxy)-heptanoic acid hexyl ester C(CCCCC)OC(C(CCCCC)OC(CCBr)=O)=O